C1(=CC=CC=2C3=CC=CC=C3CC12)[Zr] fluorenyl-zirconium